C1(=CC=CC=C1)C(=O)C1(CCCCC1)O L-1-hydroxycyclohexyl phenyl ketone